bis(4-aminophenyl) (oxybis(4,1-phenylene))dicarbamate O(C1=CC=C(C=C1)NC(OC1=CC=C(C=C1)N)=O)C1=CC=C(C=C1)NC(OC1=CC=C(C=C1)N)=O